amino-8-[3-[3-(aminomethyl)azetidin-1-yl]sulfonylphenyl]-N,N-dipropyl-3H-1-benzazepine-4-carboxamide NC1=NC2=C(C=C(C1)C(=O)N(CCC)CCC)C=CC(=C2)C2=CC(=CC=C2)S(=O)(=O)N2CC(C2)CN